Tert-butyl 4-(1-methyl-1H-pyrazol-3-yl)-4-oxobutanoate CN1N=C(C=C1)C(CCC(=O)OC(C)(C)C)=O